3-((2-(5-chloro-1H-pyrazolo[3,4-b]pyridin-3-yl)pyrrolo[2,1-f][1,2,4]triazin-4-yl)amino)bicyclo[2.2.2]octane-2-carboxylic acid ClC=1C=C2C(=NC1)NN=C2C2=NN1C(C(=N2)NC2C(C3CCC2CC3)C(=O)O)=CC=C1